15-((Benzyloxy)carbonyl)-11-phenylcinnolino[2,3-f]phenanthridin C(C1=CC=CC=C1)OC(=O)C=1C=2C=CC=C(C2NN2C=3C=CC=CC3C3=CC=CC=C3C21)C2=CC=CC=C2